N-(cyclohexylcarbamoyl)benzenesulfonamide C1(CCCCC1)NC(=O)NS(=O)(=O)C1=CC=CC=C1